2,3,4,6-tetrakis(3,6-dimethyl-9H-carbazol-9-yl)-5-(2,6-diphenylpyrimidin-4-yl)benzonitrile CC=1C=CC=2N(C3=CC=C(C=C3C2C1)C)C1=C(C#N)C(=C(C(=C1N1C2=CC=C(C=C2C=2C=C(C=CC12)C)C)N1C2=CC=C(C=C2C=2C=C(C=CC12)C)C)C1=NC(=NC(=C1)C1=CC=CC=C1)C1=CC=CC=C1)N1C2=CC=C(C=C2C=2C=C(C=CC12)C)C